COC([C@H](CC1CCC1)OC1=C(C=C(C=C1)Br)C1=NOCC1OCCCC)=O (2S)-2-[4-bromo-2-(4-butoxy-4,5-dihydroisoxazol-3-yl)phenoxy]-3-cyclobutyl-propionic acid methyl ester